ClC=1C=C(C(=O)O)C=CC1N1CCCC1 3-chloro-4-(pyrrolidin-1-yl)benzoic acid